4-((3-fluoropyridin-2-yl)thio)-6-(1-((3R,4R)-3-hydroxypiperidin-4-yl)-5-methyl-1H-pyrazol-4-yl)pyrazolo[1,5-a]pyridine-3-carbonitrile FC=1C(=NC=CC1)SC=1C=2N(C=C(C1)C=1C=NN(C1C)[C@H]1[C@@H](CNCC1)O)N=CC2C#N